(3R)-3-[(1S)-2-tert-butoxy-2-oxo-1-[[3-(4-phenyl-1-piperidinyl)phenyl]methyl]ethyl]pyrrolidine-1-carboxylic acid tert-butyl ester C(C)(C)(C)OC(=O)N1C[C@H](CC1)[C@@H](C(=O)OC(C)(C)C)CC1=CC(=CC=C1)N1CCC(CC1)C1=CC=CC=C1